tris(naphthylethynyl)benzene C1(=CC=CC2=CC=CC=C12)C#CC=1C(=C(C=CC1)C#CC1=CC=CC2=CC=CC=C12)C#CC1=CC=CC2=CC=CC=C12